NC1=NC=C(C2=C1C(=NN2C2CC2)C2=CC(=C(C=C2)NS(=O)(=O)C2=C(C=CC=C2)Cl)F)C2CC(C(CC2)NC)F N-(4-(4-amino-1-cyclopropyl-7-(3-fluoro-4-(methylamino)cyclohexyl)-1H-pyrazolo[4,3-c]pyridin-3-yl)-2-fluorophenyl)-2-chlorobenzenesulfonamide